CC1COC(C(CC(C(C(CC(CN(C(C1)C)C)C)C)O[C@@H]1O[C@@H](C[C@@H]([C@H]1OC=1C=C2C=CC=NC2=CC1)NC)C)C)C)=O 3,5,6,8,10,12,14-heptamethyl-11-(((2S,3R,4S,6R)-6-methyl-4-(methylamino)-3-(quinolin-6-yloxy)tetrahydro-2H-pyran-2-yl)oxy)-1-oxa-6-azacyclopentadecan-15-one